N-boc-1,3-pentanediamine C(=O)(OC(C)(C)C)NCCC(CC)N